(R)-2-((3-bromo-5-chloropyridin-2-yl)amino)propan-1-ol BrC=1C(=NC=C(C1)Cl)N[C@@H](CO)C